[N+](=O)(O)[O-].N(=NC(C)(C)N)C(C)(C)N 2,2'-azobis(2-aminopropane) nitrate